(R)-3-hydroxy-4-(8-((1-methylpiperidin-3-yl)amino)imidazo[1,2-d][1,2,4]triazin-5-yl)benzonitrile OC=1C=C(C#N)C=CC1C1=NN=C(C=2N1C=CN2)N[C@H]2CN(CCC2)C